N-(2-aminoethyl)-2-[4-cyano-2-(5-cyclopropyl-2-methylpyrazol-3-yl)oxyphenyl]pyridine-4-carboxamide NCCNC(=O)C1=CC(=NC=C1)C1=C(C=C(C=C1)C#N)OC=1N(N=C(C1)C1CC1)C